ClC1=C(C=CC=C1Cl)SC1=NC2=C(C=NC(=C2)N2CCC3(CC2)[C@@H](C2=CC=CC=C2C3)N)N1 (S)-1'-(2-((2,3-dichlorophenyl)thio)-3H-imidazo[4,5-c]pyridin-6-yl)-1,3-dihydrospiro[inden-2,4'-piperidin]-1-amine